Triethyl(5-pentylthiophene-2-yl)silane C(C)[Si](C=1SC(=CC1)CCCCC)(CC)CC